N1=C(C=CC=C1)C1(CC1)CO (1-pyridin-2-yl-cyclopropyl)-methanol